N-(3-methylbutanoyl)-O-(trans-3-(2-(5,6,7,8-tetrahydro-1,8-naphthyridin-2-yl)ethyl)cyclobutyl)homoserine CC(CC(=O)N[C@@H](CCO[C@@H]1C[C@H](C1)CCC1=NC=2NCCCC2C=C1)C(=O)O)C